5-bromo-6-chloro-N-(4-methoxybenzyl)-N-(1-methylcyclopropyl)pyridine-3-sulfonamide BrC=1C=C(C=NC1Cl)S(=O)(=O)N(C1(CC1)C)CC1=CC=C(C=C1)OC